ClC=1C=C2C(=NC1)NC=C2 (5-chloro)-1H-pyrrolo[2,3-b]pyridine